7-fluoro-1,2-diphenylnaphthalene FC1=CC=C2C=CC(=C(C2=C1)C1=CC=CC=C1)C1=CC=CC=C1